Methyl (R)-2-(4-(3-((6-(3-(2-ethoxyphenoxy)piperidin-1-yl)pyrazin-2-yl)amino)-3-oxopropyl)phenyl)-2-methylpropanoate C(C)OC1=C(O[C@H]2CN(CCC2)C2=CN=CC(=N2)NC(CCC2=CC=C(C=C2)C(C(=O)OC)(C)C)=O)C=CC=C1